cyclohexane-1,2-dicarboxylic acid, di(isononyl) ester C1(C(CCCC1)C(=O)OCCCCCCC(C)C)C(=O)OCCCCCCC(C)C